1,3-di-tert-butoxycarbonyl-2-methylisourea sulfate S(=O)(=O)(O)O.C(C)(C)(C)OC(=O)NC(OC)=NC(=O)OC(C)(C)C